3-(3-(4-bromophenyl)-8-methyl-1,4,8-triazaspiro[4.5]dec-1,3-dien-2-yl)-N-(quinolin-3-yl)acrylamide BrC1=CC=C(C=C1)C=1C(=NC2(N1)CCN(CC2)C)C=CC(=O)NC=2C=NC1=CC=CC=C1C2